(Z)-3-((dimethylamino)methylene)-6-methyl-2H-pyran-2,4(3H)-dione CN(C)\C=C\1/C(OC(=CC1=O)C)=O